FC(C)(O)C1=CC=CC=C1 fluorophenyl-1-ethanol